C(C)(C)C1=C(C=CC=C1)C1=NC=C2NC(N(C2=N1)CC1=CC2=C(N(C=N2)C)C=C1)=O 2-(2-isopropylphenyl)-9-((1-methyl-1H-benzo[d]imidazol-5-yl)methyl)-7,9-dihydro-8H-purin-8-one